1-(4-fluoro-1,3-dihydro-2H-isoindol-2-yl)-2-(1,3-thiazol-2-ylsulfanyl)ethanone FC1=C2CN(CC2=CC=C1)C(CSC=1SC=CN1)=O